methyl 2-(1,1-difluoroethyl)-7-isopropoxylimidazo[1,2-a]pyridine-6-carboxylate FC(C)(F)C=1N=C2N(C=C(C(=C2)OC(C)C)C(=O)OC)C1